C1(CC1)C1=C(C(=NO1)C1=C(C=NC=C1Cl)Cl)COC12CCC(CC1)(CC2)C#CC2=CC=C1C=CN=C(C1=C2)N2CCN(CC2)C 7-((4-((5-Cyclopropyl-3-(3,5-dichloropyridin-4-yl)isoxazol-4-yl)methoxy)bicyclo[2.2.2]octan-1-yl)ethynyl)-1-(4-methylpiperazin-1-yl)isochinolin